C(#N)C=1C=C(C(=O)N[C@@H](C)C2=NC=NN2C2=NC=C(C=C2)N=S(=O)(C)C)C=CC1 (S)-3-cyano-N-(1-(1-(5-((dimethyl(oxo)-λ6-sulfaneylidene)amino)pyridin-2-yl)-1H-1,2,4-triazol-5-yl)ethyl)benzamide